[Cl-].[Cl-].C1(=CC=CC=C1)[Zr](C1C2=CC(=CC=C2C=2C=CC(=CC12)C(C)(C)C)C(C)(C)C)(C1C=CC=C1)(=C)CCCCC=C (phenyl)(5-hexen-1-yl)(methylene)(cyclopentadienyl)(2,7-di-tert-butylfluoren-9-yl)zirconium dichloride